4-[3-[(5-bromopentyl)oxy]propyl]-3-methyl-2-oxo-1,3-benzodiazol BrCCCCCOCCCC1=CC=CC=2NC(N(C21)C)=O